ClC1=C(C=CC=C1F)C(C(C)C)OC=1C=NC(=NC1)C(=O)N[C@H](C)\C=C\S(=O)(=O)C 5-(1-(2-chloro-3-fluorophenyl)-2-methylpropoxy)-N-((R,E)-4-(methylsulfonyl)but-3-en-2-yl)pyrimidine-2-carboxamide